N-(pentafluorophenyl)pyrrolidinium tetrakis(pentafluorophenyl)borate FC1=C(C(=C(C(=C1[B-](C1=C(C(=C(C(=C1F)F)F)F)F)(C1=C(C(=C(C(=C1F)F)F)F)F)C1=C(C(=C(C(=C1F)F)F)F)F)F)F)F)F.FC1=C(C(=C(C(=C1[NH+]1CCCC1)F)F)F)F